(3,3-dimethylbutyl)oxirane CC(CCC1OC1)(C)C